FC1=CC2=C([C@@H](CC3=NC=CC=C3O2)CNC)C=C1 |o1:5| (R*)-1-(7-fluoro-10,11-dihydrobenzo[6,7]oxepino[3,2-b]pyridin-10-yl)-N-methylmethanamine